tert-Butyl (2S,4R)-2-(2-hydroxyethyl)-2-((triethylsilyl)oxy)-6-azaspiro[3.5]nonane-6-carboxylate OCCC1(CC2(C1)CN(CCC2)C(=O)OC(C)(C)C)O[Si](CC)(CC)CC